(S)-6-(benzyloxy)-2,5,7,8-tetramethyl-2-(4-methylpent-3-en-1-yl)chromane C(C1=CC=CC=C1)OC=1C(=C2CC[C@@](OC2=C(C1C)C)(CCC=C(C)C)C)C